C1(CC1)C([C@@H](C=1N=C2N(N=C(C=C2)CC2C(NCC2C(F)(F)F)=O)C1)NC(=O)C1=CC=NN1CC)C1CC1 N-((1S)-2,2-dicyclopropyl-1-(6-((2-oxo-4-(trifluoromethyl)pyrrolidin-3-yl)methyl)imidazo[1,2-b]pyridazin-2-yl)ethyl)-1-ethyl-1H-pyrazole-5-carboxamide